C(C1=CC=CC=C1)OC(=O)N([C@H](C(=O)N[C@H](C(=O)OCC)C1CCCCC1)C)C 1-Ethyl (S)-2-((S)-2-(((benzyloxy)carbonyl)(methyl)amino)propanamido)-2-cyclohexylacetate